BrCC=1C=C(C=CC1)C1=CC(=C(C=C1)Cl)C(=O)OC methyl 3'-(bromomethyl)-4-chloro-[1,1'-biphenyl]-3-carboxylate